((1r,4r)-4-((7-bromo-3-(thien-3-ylmethyl)-5H-pyrido[4,3-b]indol-1-yl)amino)cyclohexyl)carbamic acid tert-butyl ester C(C)(C)(C)OC(NC1CCC(CC1)NC1=NC(=CC=2NC=3C=C(C=CC3C21)Br)CC2=CSC=C2)=O